[C@@H]12C(OC([C@H]2CC1)=O)=O |r| (1R,5S)- and (1S,5R)-3-oxabicyclo[3.2.0]heptane-2,4-dione